3-chloro-4-[(6,7-dichloro-2,2-dioxo-4,9-dihydro-1H-pyrrolo[3,2-h][2,1,3]benzothiadiazin-3-yl)methyl]-1H-pyridin-2-one ClC=1C(NC=CC1CN1S(NC2=C(C1)C=C(C1=C2NC=C1Cl)Cl)(=O)=O)=O